(S)-β-amino-4-(4-methylphenyl)-butyric acid N[C@H](CC(=O)O)CC1=CC=C(C=C1)C